2-(3-((3-Ethoxypropyl)amino)-2-oxo-6-phenylpyrazin-1(2H)-yl)acetic acid C(C)OCCCNC=1C(N(C(=CN1)C1=CC=CC=C1)CC(=O)O)=O